4-[3-(3-methoxy-4-methoxycarbonyl-phenoxy)cyclobutyl]-1-oxa-4,9-diazaspiro[5.5]undecane-9-carboxylic acid tert-butyl ester C(C)(C)(C)OC(=O)N1CCC2(CN(CCO2)C2CC(C2)OC2=CC(=C(C=C2)C(=O)OC)OC)CC1